NC=1C=C(N(C1)C)C(=O)NC1=CC(=C(C=C1)F)F 4-amino-N-(3,4-difluorophenyl)-1-methyl-1H-pyrrole-2-carboxamide